BrC=1C=C(C=CC1N=NC1=C(C=C(C(=C1)OC)N=NC1=CC=C(C=C1)[N+](=O)[O-])OC)N(CCO)CCO 2,2'-((3-bromo-4-((2,5-dimethoxy-4-((4-nitrophenyl)diazenyl)-phenyl)diazenyl)phenyl)azanediyl)bis(ethan-1-ol)